tert-butyl (5-(N-(3-cyano-4-methyl-1H-indol-7-yl)sulfamoyl)thiazol-2-yl)carbamate C(#N)C1=CNC2=C(C=CC(=C12)C)NS(=O)(=O)C1=CN=C(S1)NC(OC(C)(C)C)=O